N-(1-amino-3-hydroxy-2-methyl-1-oxopropan-2-yl)-5-(3,3-difluorocyclohexyl)-2-methylbenzofuran-3-carboxamide NC(C(CO)(C)NC(=O)C1=C(OC2=C1C=C(C=C2)C2CC(CCC2)(F)F)C)=O